(18S)-4-tert-Butyl-20,20-dimethyl-15-phenyl-10λ5-thia-1,3,9,14,22-pentaazatetracyclo[16.2.1.111,14.02,7]docosa-2,4,6,11(22),12-pentaene C(C)(C)(C)C=1N=C2N3C(C[C@H](CCC(N4C=CC([SH3]NCC2=CC1)=N4)C4=CC=CC=C4)C3)(C)C